BrC1=C2C(=CC=C1)N(C(C21CCN(CC1)C(=O)C=1C=C2C=NNC2=CC1)=O)CC(=O)N(CC1COC1)C 2-[4-bromo-1'-(1H-indazole-5-carbonyl)-2-oxospiro[indole-3,4'-piperidin]-1-yl]-N-methyl-N-(oxetan-3-ylmethyl)acetamide